(Z)-7-(5-(4-fluorobenzylidene)-2,4-dioxathiazolidin-3-yl)heptanoic acid FC1=CC=C(\C=C/2\ON(OS2)CCCCCCC(=O)O)C=C1